CC(=CC1=CC=CC=C1)C Methyl-α-Methylstyrol